2-((2R,5S)-2-(2-(1-ethylpiperidin-4-yl)benzo[d]thiazol-5-yl)-5-methylpiperidin-1-yl)-2-oxo-N-(1H-pyrazolo[4,3-c]pyridin-7-yl)acetamide C(C)N1CCC(CC1)C=1SC2=C(N1)C=C(C=C2)[C@@H]2N(C[C@H](CC2)C)C(C(=O)NC=2C1=C(C=NC2)C=NN1)=O